ClC=1C=C(C=C(C1)N1CC2(COC2)C1)C1(COC1)O 3-(3-chloro-5-(2-oxa-6-azaspiro[3.3]heptan-6-yl)phenyl)oxetan-3-ol